ClC=1C=C(N)C=C(C1C(C)C)B1OC(C(O1)(C)C)(C)C 3-chloro-4-isopropyl-5-(4,4,5,5-tetramethyl-1,3,2-dioxaborolan-2-yl)aniline